C(#N)C1=CC=C(C=C1)C(C)S(=O)(=O)CC(CC)NC(OC1=CC=C(C=C1)F)=O 4-fluorophenyl N-[1-[[[1-(4-cyanophenyl)ethyl]sulfonyl]methyl]propyl]carbamate